[Ga+3].BrC1=CC=C2C(=NN(C2=C1)C)C(=O)N[C@@H](C=1NC2=CC=CC=C2C1)C1=C(C=CC(=C1)F)O |r| (±)-6-bromo-N-((5-fluoro-2-hydroxyphenyl)(1H-indol-2-yl)methyl)-1-methyl-1H-indazole-3-carboxamide gallium (III)